C(#N)CCP cyanoethylphosphine